2-methyl-1,4-phenylenedi(4-(4-(vinyloxy) butoxy) benzoate) CC1=C(C=CC(=C1)C1=C(C(=O)[O-])C=CC(=C1)OCCCCOC=C)C1=C(C(=O)[O-])C=CC(=C1)OCCCCOC=C